O1C(CCCC1)ONC(=O)C1OC2=CC=C(C=C2CC1)NC(OCC1=CC=C(C=C1)OC)=O 4-methoxybenzyl (2-(((tetrahydro-2H-pyran-2-yl)oxy)carbamoyl)chroman-6-yl)carbamate